C(C)N1CCN(CC1)[C@@H]1CNCC1 (S)-1-ethyl-4-(Pyrrolidin-3-yl)piperazine